C1(=CC=CCC1)CC1=C(C=CC=C1)C 1-(1,3-cyclohexadienylmethyl)-2-methylbenzene